1-ethyl-6-fluoro-8-(6-fluoro-1-methylsulfonyl-1H-indazol-4-yl)-4,4,9-trimethyl-5H-[1,2,4]triazolo[4,3-a]quinoxaline C(C)C1=NN=C2N1C1=C(C(=CC(=C1NC2(C)C)F)C2=C1C=NN(C1=CC(=C2)F)S(=O)(=O)C)C